2-(2-(2-oxoimidazolin-1-yl)ethoxy)-1-naphthacenecarbonitrile oxide O=C1N(CCN1)CCOC1=C(C2=CC3=CC4=CC=CC=C4C=C3C=C2C=C1)C#[N+][O-]